Butyl-2-hydroxypropanoat C(CCC)OC(C(C)O)=O